CC1=C2CC[C@@H](C2=CC=C1C(=O)O)NC(=O)C1=CC(=NC=2N1N=CC2)C(NCC=2C=CC1=C(NC(CO1)=O)C2)=O 4-methyl-1-(S)-({5-[(3-oxo-3,4-dihydro-2H-benzo[1,4]oxazin-6-ylmethyl)-carbamoyl]-pyrazolo[1,5-a]pyrimidine-7-carbonyl}-amino)-indane-5-carboxylic acid